N1(CCC1)C1=CC2=C(C=C(O2)C(=O)NS(=O)(=O)C2=C(C=CC=C2)OC(F)(F)F)C(=C1)F 6-(Azetidin-1-yl)-4-fluoro-N-[2-(trifluoromethoxy)benzene-1-sulfonyl]-1-benzofuran-2-carboxamide